C1(=CC=CC2=CC=CC=C12)CC(=O)O 1-naphthalene-acetic acid